FC(CNC([2H])([2H])[2H])(F)F 2,2,2-trifluoro-N-(methyl-d3)ethan-1-amine